C1(=CC=CC=C1)C1=C(C(=NC(=C1)C1=CC=C(C=C1)Cl)N)C#N 4-phenyl-6-(4-chlorophenyl)-2-amino-3-cyanopyridine